CCCCCCCCC(CCCCCCCC)OC(CCCCCCCN(CCCCCCCC(=O)OCCCCCCCCC)CCCN1C(=NC(=C1)C)C)=O.C(C)(C)(C)N1CC(CCC1)(CC=C)C 1-(tert-butyl)3-methyl-3-allylpiperidine Heptadecan-9-yl-8-((3-(2,4-dimethyl-1H-imidazol-1-yl)propyl)(8-(nonyloxy)-8-oxooctyl)amino)octanoate